N-[2-[(carboxymethyl)amino]ethyl]-N-(2-hydroxyethyl)-glycine C(=O)(O)CNCCN(CC(=O)O)CCO